CSC=1C(=C(C)C(=C(C1)SC)N)N 3,5-bis(methylthio)-2,6-diaminotoluene